(R)-(3-chloro-1-methyl-1H-1,2,4-triazol-5-yl)(4-(7-chloropyrazolo[1,5-a]pyridin-2-yl)-6,7-dihydro-1H-imidazo[4,5-c]pyridin-5(4H)-yl)methanone ClC1=NN(C(=N1)C(=O)N1[C@H](C2=C(CC1)NC=N2)C2=NN1C(C=CC=C1Cl)=C2)C